C(C)(C)(C)OC(=O)N1CC(N(CC1)CC1=C(C=C(C=C1)Br)C)=O 4-(4-bromo-2-methylbenzyl)-3-oxopiperazine-1-carboxylic acid tert-butyl ester